Cl.Cl.CN1N=CC(=C1C)N 1,5-dimethylpyrazol-4-amine dihydrochloride